(S)-2-(4-(6-((5-bromo-4-fluorothiophen-2-yl)methoxy)pyridin-2-yl)-2,5-difluorobenzyl)-1-(oxetan-2-ylmethyl)-1H-benzo[d]imidazole-6-carboxylic acid BrC1=C(C=C(S1)COC1=CC=CC(=N1)C1=CC(=C(CC2=NC3=C(N2C[C@H]2OCC2)C=C(C=C3)C(=O)O)C=C1F)F)F